6-chloro-1-(1-(5-((dimethylamino)methyl)pyrimidin-2-yl)piperidin-4-yl)-4-methyl-1,4-dihydroquinoxaline-2,3-dione ClC=1C=C2N(C(C(N(C2=CC1)C1CCN(CC1)C1=NC=C(C=N1)CN(C)C)=O)=O)C